2,4-bis(trichloromethyl)-6-(p-methoxy-styryl)-s-triazine ClC(C1=NC(=NC(=N1)C(Cl)(Cl)Cl)C=CC1=CC=C(C=C1)OC)(Cl)Cl